N=1C=C(N2C1C=CC=C2)CN2CC1=C(CC2)C(=CS1)C(=O)NC1=CC(=CC(=C1)C(F)(F)F)N1C=NC(=C1)C 6-(Imidazo[1,2-a]pyridin-3-ylmethyl)-N-(3-(4-methyl-1H-imidazol-1-yl)-5-(trifluoromethyl)phenyl)-4,5,6,7-tetrahydrothieno[2,3-c]pyridin-3-carboxamid